ClC=1C=C(C(=NC1)N1C(C(N(C(C1)=O)CC1=CC=C(C=C1)C(F)F)C1CC(C1)OC)=O)F 1-(5-chloro-3-fluoropyridin-2-yl)-4-(4-(difluoromethyl)benzyl)-3-(3-methoxycyclobutyl)piperazine-2,5-dione